1-methylindazole-6-carboxamide CN1N=CC2=CC=C(C=C12)C(=O)N